CC1=C(COC=2C=C(C=NC2)N2C[C@@H](OCC2)CCC(=O)O)C=CC(=C1)OC(F)(F)F 3-[(2S)-4-(5-{[2-methyl-4-(trifluoromethoxy)benzyl]oxy}pyridin-3-yl)morpholin-2-yl]propanoic acid